silver tetraiodine [I].[I].[I].[I].[Ag]